[Au].CC(CP(CC)CC)(C)C trimethyl-(triethyl-phosphine) gold